tri(triphenylphosphine) ruthenium [Ru].C1(=CC=CC=C1)P(C1=CC=CC=C1)C1=CC=CC=C1.C1(=CC=CC=C1)P(C1=CC=CC=C1)C1=CC=CC=C1.C1(=CC=CC=C1)P(C1=CC=CC=C1)C1=CC=CC=C1